3,4-difluoropyrrolidine-1-sulfonyl chloride FC1CN(CC1F)S(=O)(=O)Cl